3-amino-4-chloro-N-(pyridin-3-ylmethyl)benzamide NC=1C=C(C(=O)NCC=2C=NC=CC2)C=CC1Cl